2-aminoterephthalic acid-disodium salt [Na+].[Na+].NC1=C(C(=O)[O-])C=CC(=C1)C(=O)[O-]